(R)-2-amino-5-phosphonopentanoate N[C@@H](C(=O)[O-])CCCP(=O)(O)O